N-(2-fluoro-4-(5-(trifluoromethyl)-1,3,4-oxadiazol-2-yl)benzyl)-N-(3-methoxyphenyl)methanesulfonamide FC1=C(CN(S(=O)(=O)C)C2=CC(=CC=C2)OC)C=CC(=C1)C=1OC(=NN1)C(F)(F)F